C(C)(C)(C)OC(C[C@H](CCO)NC(=O)C1=NN(C(=C1)C1=C(C=CC=C1)C(F)(F)F)C1CCCC1)=O (S)-3-(1-cyclopentyl-5-(2-(trifluoromethyl)phenyl)-1H-pyrazole-3-carboxamido)-5-hydroxypentanoic acid tert-butyl ester